ClC=1C=C2C(=CC(=NC2=CC1)C(F)(F)F)NCC1(CNC1)C1=CC=C(C=C1)F 6-Chloro-N-((3-(4-fluorophenyl)azetidin-3-yl)methyl)-2-(trifluoromethyl)quinolin-4-amine